5-((4-bromo-6-fluoro-1H-indol-5-yl)oxy)-2-fluoro-benzimidothioic acid BrC1=C2C=CNC2=CC(=C1OC=1C=CC(=C(C(=N)S)C1)F)F